2-amino-3-[(phenylmethyl)oxy]-1-propanol NC(CO)COCC1=CC=CC=C1